4-(8-fluoro-2-(((2R,7aS)-2-fluorotetrahydro-1H-pyrrolizin-7a(5H)-yl)methoxy)-7-(trimethylstannyl)pyrido[4,3-d]pyrimidin-4-yl)-1,4-oxazepane FC1=C(N=CC2=C1N=C(N=C2N2CCOCCC2)OC[C@]21CCCN1C[C@@H](C2)F)[Sn](C)(C)C